CC1(OB(OC1(C)C)C=1C=C(C(=O)OCC)C=C(C1)C(F)(F)F)C Ethyl 3-(4,4,5,5-tetramethyl-1,3,2-dioxaborolan-2-yl)-5-(trifluoromethyl)benzoate